C12C(=CC(CC1)C2)CC(=O)[O-] norbornen-2-yl-acetate